C(C=C)(=O)N1CC(CC1)C=1N=C(N2C(=NC=CC21)N)C2=CC(=C(C(=O)NC1=NC=CC(=C1)C1CC1)C=C2)C(F)(F)F 4-(1-(1-acryloylpyrrolidin-3-yl)-5-aminoimidazo[1,5-c]pyrimidin-3-yl)-N-(4-cyclopropylpyridin-2-yl)-2-(trifluoromethyl)benzamide